C(C)(=O)O[C@@]1(CC[C@H]2[C@@H]3CCC4=CC(CCC4=C3[C@H](C[C@]12C)C1=CC=C(C=C1)N(CC1CCNCC1)C)=O)C(C)=O (8S,11R,13S,14S,17R)-17-acetyl-13-methyl-11-(4-(methyl(piperidin-4-ylmethyl)amino) phenyl)-3-oxo-2,3,6,7,8,11,12,13,14,15,16,17-dodecahydro-1H-cyclopenta[a]phenanthren-17-yl acetate